Naphthamidine C1=CC=C2C(=C1)C=CC=C2C(=N)N